CN(C)NP([O-])([O-])=O dimethylaminophosphoramidate